2-(1H-imidazol-4-yl)acetamide hydrochloride Cl.N1C=NC(=C1)CC(=O)N